4-bromopyridine BrC1=CC=NC=C1